5-bromo-1-(2,6-dibenzyloxy-3-pyridyl)-4-fluoro-3-isopropyl-benzimidazol-2-one BrC1=C(C2=C(N(C(N2C(C)C)=O)C=2C(=NC(=CC2)OCC2=CC=CC=C2)OCC2=CC=CC=C2)C=C1)F